C[C@@H]1N(C[C@@H](C1)OC=1C=C(C=2C(N1)=NN(C2)C)C(F)(F)F)CC2=CN=C(S2)NC(C)=O N-(5-(((2S,4R)-2-methyl-4-((2-methyl-4-(trifluoromethyl)-2H-pyrazolo[3,4-b]pyridin-6-yl)oxy)pyrrolidin-1-yl)methyl)thiazol-2-yl)acetamide